potassium methoxypotassium CO[K].[K]